C(C)(C)(C)OC(=O)N1C(NCC1)=O 2-oxo-imidazolidine-1-carboxylic acid tert-butyl ester